3-(2-((ethyl-(m-tolyl)amino)methyl)-3-methyl-5-sulfophenyl)propionic acid C(C)N(C=1C=C(C=CC1)C)CC1=C(C=C(C=C1C)S(=O)(=O)O)CCC(=O)O